(racemic)-2-(1-((3-chloro-4-(9-(2-cyanobenzyl)-6-(1-methylcyclopropoxy)-9H-purin-8-yl)phenoxy)methyl)cyclopropyl)acetic acid ClC=1C=C(OCC2(CC2)CC(=O)O)C=CC1C=1N(C2=NC=NC(=C2N1)OC1(CC1)C)CC1=C(C=CC=C1)C#N